8-((cyclopropylmethyl)(2'-hydroxy-[1,1'-biphenyl]-3-yl)amino)-5-methyl-6-oxo-5,6-dihydro-1,5-naphthyridine-2-carbonitrile C1(CC1)CN(C1=CC(N(C=2C=CC(=NC12)C#N)C)=O)C=1C=C(C=CC1)C1=C(C=CC=C1)O